6-((2-(Benzyloxy)ethyl)(tert-butoxycarbonyl)amino)hexanoic acid C(C1=CC=CC=C1)OCCN(CCCCCC(=O)O)C(=O)OC(C)(C)C